tert-Butyl 4-(((6-((5-fluoro-4-(8-fluoro-4-isopropyl-3,4-dihydro-2H-benzo[b][1,4]oxazin-6-yl)pyridin-2-yl)amino)pyridin-3-yl)oxy)methyl)piperidine-1-carboxylate FC=1C(=CC(=NC1)NC1=CC=C(C=N1)OCC1CCN(CC1)C(=O)OC(C)(C)C)C1=CC2=C(OCCN2C(C)C)C(=C1)F